tri(n-propyl)vinylsilane C(CC)C(=C(CCC)CCC)[SiH3]